5-chloro-1-[bis(dimethylamino)methyliumyl]-1H-benzotriazole-3-oxide hexafluorophosphate F[P-](F)(F)(F)(F)F.ClC1=CC2=C(N(N=[N+]2[O-])[C+](N(C)C)N(C)C)C=C1